ClC1=CC=C(C=C1)CN(C(C1=CC(=CC=C1)F)=O)CC=1C=NC=CC1 N-[(4-chlorophenyl)methyl]-3-fluoro-N-[(pyridin-3-yl)methyl]Benzamide